COC(=O)C1=NC2=CC=C(C=C2C(=C1)CC(C)=O)Br 6-bromo-4-(2-oxopropyl)quinoline-2-carboxylic acid methyl ester